FC1(OC2=C(O1)C=CC(=C2)[C@H](C)OC=2C=C(C=NC2)N2N=C(C=1CCCC(C21)NC2=CC=C(C(=O)OC)C=C2)C(F)(F)F)F methyl 4-[[1-[5-[(1S)-1-(2,2-difluoro-1,3-benzodioxol-5-yl)ethoxy]-3-pyridyl]-3-(trifluoromethyl)-4,5,6,7-tetrahydroindazol-7-yl]amino]benzoate